C(C)(C)(C)OC(=O)N1CC=2N=C(N=C(C2CC1)ON1N=NC2=C1C=CC=C2)SC 4-((1H-benzo[d][1,2,3]triazol-1-yl)oxy)-2-(methylthio)-5,8-dihydropyrido[3,4-d]pyrimidine-7(6H)-carboxylic acid tert-butyl ester